C1(=CC=CC=C1)N1C(N=C(C2=C1N=C(C=C2)C(F)(F)F)N2CSCC2)=O 1-phenyl-4-(1,3-thiazolidin-3-yl)-7-(trifluoromethyl)pyrido[2,3-d]-pyrimidin-2(1H)-one